C(C)SC=1C(=NC(=CC1)F)C1=NC=2C(=NC=C(C2)C(C(F)(F)F)(F)F)N1C 2-(3-Ethylsulfanyl-6-fluoro-2-pyridyl)-3-methyl-6-(1,1,2,2,2-pentafluoroethyl)-imidazo[4,5-b]pyridin